C(C=C)(=O)C(C(N)(C)C)S(=O)(=O)O.C(C=C)(=O)N acrylamide 1-acryloyldimethyltaurate